ClC1=CC=C(C=C1)C(C(F)(F)F)N(S(=O)(=O)C1=CN(C(C(=C1)C)=O)C)C N-(1-(4-chlorophenyl)-2,2,2-trifluoroethyl)-N,1,5-trimethyl-6-oxo-1,6-dihydropyridine-3-sulfonamide